CP(=O)(C)C1=C(C=CC=C1)NC1=NC(=NC=C1C(F)(F)F)NC1=C(C=C(C(=O)O)C=C1)OC(F)(F)F 4-((4-((2-(dimethylphosphoryl)phenyl)amino)-5-(trifluoromethyl)pyrimidin-2-yl)amino)-3-(Trifluoromethoxy)benzoic acid